(7-methoxy-1,5-naphthyridin-4-yl)methanol tert-butyl-3-(5-bromothiazol-2-yl)azetidine-1-carboxylate C(C)(C)(C)C1N(CC1C=1SC(=CN1)Br)C(=O)OCC1=CC=NC2=CC(=CN=C12)OC